N1CCC(CCCC1)C(=O)OC methyl azocane-4-carboxylate